O1C=NC2=C1C=CC(=C2)C(=O)O benzo[d]oxazole-5-carboxylic acid